COC(C1=C(C(=CC(=C1)Br)OCC=C)Cl)=O 3-(allyloxy)-5-bromo-2-chlorobenzoic acid methyl ester